2-((2-hydroxypyridin-3-yl)methyl)-6-(2-(2,2,2-trifluoroethoxy)pyrimidin-5-yl)pyridazin-3(2H)-one OC1=NC=CC=C1CN1N=C(C=CC1=O)C=1C=NC(=NC1)OCC(F)(F)F